ClC1=CC=C(C=C1)C(C(=O)O)C1CCOCC1 2-(4-chlorophenyl)-2-(tetrahydro-2H-pyran-4-yl)acetic acid